CC=1N=C2N(N=C(C=C2C)C=2NC(C3=C(N2)SC(=C3)C3CCNCC3)=O)C1 2-(2,8-dimethylimidazo[1,2-b]pyridazin-6-yl)-6-(4-piperidyl)-3H-thieno[2,3-d]pyrimidin-4-one